N-hydroxy-4-((2-nitro-4-aminosulfonylphenylamino)methyl)benzamide ONC(C1=CC=C(C=C1)CNC1=C(C=C(C=C1)S(=O)(=O)N)[N+](=O)[O-])=O